Ytterbium-Oxid [O-2].[Yb+3].[O-2].[O-2].[Yb+3]